BrC1=CC=C(C=N1)NC1=C(C=CC=C1)[N+](=O)[O-] 6-bromo-N-(2-nitrophenyl)pyridin-3-amine